C1(CC1)C1=NNC(=N1)C1CC2(CN(C2)C(=O)N2CC3(C2)CC(C3)CN3N=C(C=C3)C(F)(F)F)C1 [6-(3-cyclopropyl-1H-1,2,4-triazol-5-yl)-2-azaspiro[3.3]heptan-2-yl]-[6-[[3-(trifluoromethyl)pyrazol-1-yl]methyl]-2-azaspiro[3.3]heptan-2-yl]methanone